Ethyl-{[1-(4-isopropylphenyl)-5-phenyl-1H-pyrazol-3-yl]oxy}acetat C(C)OC(COC1=NN(C(=C1)C1=CC=CC=C1)C1=CC=C(C=C1)C(C)C)=O